1-[(1S)-1-(2-pyrimidin-2-yl-1,2,4-triazol-3-yl)ethyl]-3-[6-(trifluoromethylsulfanyl)pyrimidin-4-yl]urea N1=C(N=CC=C1)N1N=CN=C1[C@H](C)NC(=O)NC1=NC=NC(=C1)SC(F)(F)F